3-[(Furan-2-ylmethyl)-amino]-2-(7-methoxy-2-oxo-1,2-dihydro-quinolin-3-yl)-6-methyl-imidazo[1,2-a]pyridin-1-ium O1C(=CC=C1)CNC1=C([NH+]=C2N1C=C(C=C2)C)C=2C(NC1=CC(=CC=C1C2)OC)=O